C1(CCCC1)NC1=CC=C(C=C1)[C@@H]1N(CCC[C@@H]1C(=O)NC1=CC(=C(C=C1)C)C(F)(F)F)C=1N=CC=C2C1SC=C2 (2R,3S)-2-(4-(cyclopentylamino)phenyl)-N-(4-methyl-3-(trifluoro-methyl)phenyl)-1-(thieno[2,3-c]pyridin-7-yl)piperidine-3-carboxamide